(1S,2S,4R,5R,6R,7S)-N-(3,4-dichlorophenyl)-7-(pyrimidin-5-yl)-8-oxatricyclo[3.2.1.02,4]octane ClC=1C=C(C=CC1Cl)N1CN=CC(=C1)[C@@H]1C[C@@H]2[C@@H]3C[C@@H]3[C@@H]1O2